CYCLOHEXYLGLYCINE C1(CCCCC1)NCC(=O)O